COC=1C=CC2=C(N(C(N2)=O)CCNC(C)=O)C1 N-[2-(6-methoxy-2-oxo-2,3-dihydrobenzoimidazol-1-yl)ethyl]acetamide